FC(C1=CC=C(OC2=C3C=CC(=CC3=CC=C2)S(=O)(=O)N)C=C1)(F)F 5-(4-(trifluoromethyl)phenoxy)naphthalene-2-sulfonamide